C(C)(=O)N[C@H]1C[C@H](CCC1)C(=O)NC1=NC=C(C(=C1)C1=CC2=C(N(N=C2C(=C1)F)C)C(C)C)C (1S,3R)-3-acetamido-N-(4-(7-fluoro-3-isopropyl-2-methyl-2H-indazol-5-yl)-5-Methylpyridin-2-yl)cyclohexane-1-carboxamide